(Z)-3-((allyloxy)imino)-3-(4-fluorophenyl)propionitrile C(C=C)O\N=C(\CC#N)/C1=CC=C(C=C1)F